C(C)(C)(C)N(C(O)=O)C1(CC1)C1=NC=C(C=C1)Br.NC1=C(C(=NN1C1CNCC1(F)F)C1=CC(=C(C=C1)CNC(C1=C(C=CC=C1)OC)=O)F)C(=O)N 5-Amino-1-(4,4-difluoropyrrolidin-3-yl)-3-[3-fluoro-4-[[(2-methoxybenzoyl)amino]methyl]phenyl]pyrazole-4-carboxamide tert-butyl-(1-(5-bromopyridin-2-yl)cyclopropyl)carbamate